CYCLONONANE C1CCCCCCCC1